FC1=C2C(=NC=3N(C2=CC=C1)C=NN3)N3CCCC1=C(C=CC=C31)C#CC(C#N)(C)C 4-[1-(6-fluoro-[1,2,4]triazolo[4,3-a]quinazolin-5-yl)-3,4-dihydro-2H-quinolin-5-yl]-2,2-dimethyl-but-3-ynenitrile